tert-butyl (1-(4-amino-1-methyl-6-oxo-1,6-dihydropyridin-2-yl)-4-methylpiperidine-4-yl)carbamate NC=1C=C(N(C(C1)=O)C)N1CCC(CC1)(C)NC(OC(C)(C)C)=O